BrC=1C2=C(N(C(CC1C(=O)O)=O)CC1=CC(=C(C=C1)C)F)C=CC=C2 5-bromo-1-(3-fluoro-4-methylbenzyl)-2-oxo-2,3-dihydro-1H-benzo[b]azepine-4-carboxylic acid